N[C@H](C(=O)OC)CN1C(=CC2=CC=CC=C12)CC1=CC2=C(OCO2)C=C1 methyl (S)-2-amino-3-(2-(benzo[d][1,3]dioxol-5-ylmethyl)-1H-indolyl)propanoate